(S)-N-(3-chloro-4-fluorophenyl)-7-fluoro-1-((N-methylsulfamoyl)amino)-2,3-dihydro-1H-indene-4-carboxamide ClC=1C=C(C=CC1F)NC(=O)C=1C=2CC[C@@H](C2C(=CC1)F)NS(NC)(=O)=O